ClC=1C=NN(C(C1)=O)CC1OC2=C(C1)C=C(C(=C2)C)S(=O)(=O)N(C)C 2-[(4-chloro-6-oxo-pyridazin-1-yl)methyl]-N,N,6-trimethyl-2,3-dihydrobenzofuran-5-sulfonamide